FC(C)(F)C=1N=CNC(C1OC=1C=C(C#N)C=C(C1)C(F)F)=O 3-((4-(1,1-difluoroethyl)-6-oxo-1,6-dihydropyrimidin-5-yl)oxy)-5-(difluoromethyl)benzonitrile